ClC=1N=C(N(C1)COCC[Si](C)(C)C)C=1N=CN2C1C=CC(=C2F)C=2C(=C(N)C=CC2F)F 3-[1-(4-chloro-1-[[2-(trimethylsilyl)ethoxy]methyl]imidazol-2-yl)-5-fluoroimidazo[1,5-a]pyridin-6-yl]-2,4-difluoroaniline